2'-Fluoro-2'-deoxyguanosine-5'-triphosphate P(O)(=O)(OP(=O)(O)OP(=O)(O)O)OC[C@@H]1[C@H]([C@H]([C@@H](O1)N1C=NC=2C(=O)NC(N)=NC12)F)O